C(C)SC(=O)OC(C(=O)[O-])(C)C (((ethylthio)carbonyl)oxy)isobutyrate